N-cyclopropyl-4-(2,6-dichloro-4-nitrobenzyl)-3,5-dimethylbenzamide C1(CC1)NC(C1=CC(=C(C(=C1)C)CC1=C(C=C(C=C1Cl)[N+](=O)[O-])Cl)C)=O